(2S)-2-[(4-[(2-amino-4-oxo-1H-pteridin-6-yl)methylamino]benzoyl)amino]pentanedioic acid NC=1NC2=NC=C(N=C2C(N1)=O)CNC1=CC=C(C(=O)N[C@H](C(=O)O)CCC(=O)O)C=C1